1,4-dibromo-2,5-dimethoxy-3,6-dimethylbenzene BrC1=C(C(=C(C(=C1C)OC)Br)C)OC